Dimethyl-(trifluoroacetylacetone) gold [Au].CC(C(C)=O)(C(C(F)(F)F)=O)C